D-(+)-altrose C(C(C(C(C(C=O)O)O)O)O)O